di-n-butyltin diacetate CCCC[Sn](CCCC)(OC(=O)C)OC(=O)C